CC=1SC=CC1C1=NN2C(=NC=3C=CC=CC3C2=N1)N[C@@H](C(=O)N)CC (2R)-2-{[2-(2-methylthiophene-3-yl)[1,2,4]triazolo[1,5-c]quinazolin-5-yl]amino}butanamide